C1(=CC=C(C=C1)C1=CC(=NC2=CC=C(C=C12)C(=O)O)C)C1=CC=CC=C1 4-([1,1'-biphenyl]-4-yl)-2-methylquinoline-6-carboxylic acid